N-[(6-Amino-2-pyridyl)sulfonyl]-6-tert-butyl-5-[4-(trifluoromethyl)cyclohexen-1-yl]-2-[(4S)-2,2,4-trimethylpyrrolidin-1-yl]pyridin-3-carboxamid NC1=CC=CC(=N1)S(=O)(=O)NC(=O)C=1C(=NC(=C(C1)C1=CCC(CC1)C(F)(F)F)C(C)(C)C)N1C(C[C@@H](C1)C)(C)C